O=C1C=C(C(=CN1C1CC(C1)OS(=O)(=O)C1=CC=C(C)C=C1)C(=O)OC(C)(C)C)C(=O)OCC 3-(tert-butyl) 4-ethyl 6-oxo-1-((1s,3s)-3-(tosyloxy)cyclobutyl)-1,6-dihydropyridine-3,4-dicarboxylate